CC1=C2C(C(=CN(C2=NC(=C1)N1CC(C1)=O)C1=NC=NS1)C(=O)O)=O 5-methyl-4-oxo-7-(3-oxoazetidin-1-yl)-1-(1,2,4-thiadiazol-5-yl)-1,4-dihydro-1,8-naphthyridine-3-carboxylic acid